O[C@H]([C@H](CC1=CC=CC=C1)NC(OCC1=CN=CS1)=O)C[C@H](CC1=CC=CC=C1)NC([C@H](C(C)C)NC(N(CC=1N=C(SC1)C(C)C)C)=O)=O 1,3-thiazol-5-ylmethyl N-[(2S,3S,5S)-3-hydroxy-5-[(2S)-3-methyl-2-{[methyl({[2-(propan-2-yl)-1,3-thiazol-4-yl]methyl})carbamoyl]amino}butanamido]-1,6-diphenylhexan-2-yl]carbamate